phenylbutaynol C1(=CC=CC=C1)C(C#CO)C